CCCCCCCCC(CCCCCC)C(=O)OC[C@@H]([C@@H]1C(=C(C(=O)O1)OC(=O)C(CCCCCC)CCCCCCCC)OC(=O)C(CCCCCC)CCCCCCCC)OC(=O)C(CCCCCC)CCCCCCCC ascorbyl tetra-2-hexyldecanoate